(R)-N-((1R,3S,8R,9R,10R,11S,12R,Z)-3-(difluoromethyl)-10,11,12-trihydroxy-13-oxa-2-thiabicyclo[7.3.1]tridec-5-en-8-yl)-2-methylpropane-2-sulfinamide FC([C@H]1S[C@@H]2[C@@H]([C@H]([C@H]([C@@H]([C@@H](C\C=C/C1)N[S@](=O)C(C)(C)C)O2)O)O)O)F